FC(C1=CC=C(C=C1)C=1C=C(C(N(N1)C=1C=NC=CC1)=O)C(=O)N[C@@H](C)C(C)(C)O)F 6-[4-(Difluoromethyl)phenyl]-N-[(2S)-3-hydroxy-3-methylbutan-2-yl]-3-oxo-2-(pyridin-3-yl)-2,3-dihydropyridazine-4-carboxamide